CC1(C(CCCC1=O)=O)C dimethyl-1,3-cyclohexanedione